COC(=O)C=1N=C2N(N1)CCN2C2=CC=CC=C2 4-phenyl-5,6-dihydro-4H-imidazo[1,2-b][1,2,4]Triazole-2-carboxylic acid methyl ester